FC1(C(CN(CC1)C=1C(=NC2=CC(=CC=C2N1)F)C(=O)O)C)F 3-(4,4-difluoro-3-methylpiperidin-1-yl)-7-fluoroquinoxaline-2-carboxylic acid